C(CCCCCCCCCCC)C(=S)SSC(C(=O)O)C 2-(dodecyl-thiocarbonylthio-thio)propionic acid